O[C@@H]1C[C@H](NC1)C(=O)N[C@@H](C)C1=CC=C(C=C1)C1=C(N=CS1)C (2S,4R)-4-hydroxy-N-[(1S)-1-[4-(4-methyl-1,3-thiazol-5-yl)phenyl]ethyl]pyrrolidine-2-carboxamide